NC1=C(C=C(C=C1)C1=NN(C(=C1C(=O)N)NC1=NC=CN=C1)COCC[Si](C)(C)C)OC(C1=CC=C(C=C1)F)C1CCC1 3-{4-amino-3-[cyclobutyl(4-fluorophenyl)methoxy]phenyl}-5-[(pyrazin-2-yl)amino]-1-{[2-(trimethylsilyl)ethoxy]methyl}-1H-pyrazole-4-carboxamide